IC1=CC=C(C=C1)C=C(C)C 1-iodo-4-(2-methylprop-1-enyl)benzene